[Pd].[Pd].C(=O)(O)C=1C=C(CN(C2=CC(=C(C=C2)C)C2=NOC(=N2)C(C)C2=CC=CC3=CC=CC=C23)C2=CC=CC=C2CCC(C)=O)C=CC1 N-(3-carboxybenzyl)-4-methyl-3-(5-(1-(naphthalen-1-yl)ethyl)-1,2,4-oxadiazol-3-yl)anilinebenzylacetone dipalladium